[Na].C1=CC(=CC=C1O)C para-cresol sodium